(RS)-5-Trifluoromethyl-pyridine-2-carboxylic acid (4-piperidin-3-yl-phenyl)-amide N1C[C@H](CCC1)C1=CC=C(C=C1)NC(=O)C1=NC=C(C=C1)C(F)(F)F |r|